C(C1=CC=CC=C1)N1CC(NCC1)(C)COC 1-benzyl-3-(methoxymethyl)-3-methylpiperazine